4-((4-((3-bromo-4-((4-hydroxy-2-methoxy-6-methylbenzoyl)oxy)-2,5,6-trimethyl-benzoyl)oxy)-2-hydroxy-3,6-dimethylbenzoyl)oxy)-3-ethyl-2,5,6-trimethylbenzoic acid BrC=1C(=C(C(=O)OC2=C(C(=C(C(=O)OC3=C(C(=C(C(=O)O)C(=C3C)C)C)CC)C(=C2)C)O)C)C(=C(C1OC(C1=C(C=C(C=C1C)O)OC)=O)C)C)C